C(C)(C)(C)OC(=O)N1CC=2N=C(N=C(C2CC1)N1C[C@@H](N(CC1)C(=O)OCC1=CC=CC=C1)CC#N)OCC1(CC1)N1CCOCC1 (S)-4-(4-((benzyloxy)carbonyl)-3-(cyanomethyl)piperazin-1-yl)-2-((1-morpholinylcyclopropyl)methoxy)-5,8-dihydropyrido[3,4-d]pyrimidine-7(6H)-carboxylic acid tert-butyl ester